C(C)(C)NCC1=NN2C(C(N1C)=O)=CC=C2 2-((isopropylamino)methyl)-3-methylpyrrolo[2,1-f][1,2,4]triazin-4(3H)-one